NC1=CC=C(C(=C1C(=O)N(C)C)F)C=1C(=C2C(=NC1)NC[C@@]21C[C@@H](CC1)N1C(=NC=C1)C)Cl 6-Amino-3-((1S,3R)-4'-chloro-3-(2-methyl-1H-imidazol-1-yl)-1',2'-dihydrospiro[cyclopentane-1,3'-pyrrolo[2,3-b]pyridin]-5'-yl)-2-fluoro-N,N-dimethylbenzamide